C(C)(C)NC(O[C@H]1C[C@H](CC1)C1=CC(=NN1)NC=1C=CC=C2CCS(CC12)(=O)=O)=O (1R,3S)-3-(3-((2,2-dioxidoisothiochroman-8-yl)amino)-1H-pyrazol-5-yl)cyclopentyl isopropylcarbamate